ethyl (E)-3-[4-[5-[5-[(4,6-difluoro-1H-indol-5-yl)oxy]-2-fluoro-phenyl]-1-methyl-1,2,4-triazol-3-yl]-4-methyl-chroman-8-yl]prop-2-enoate FC1=C2C=CNC2=CC(=C1OC=1C=CC(=C(C1)C1=NC(=NN1C)C1(CCOC2=C(C=CC=C12)/C=C/C(=O)OCC)C)F)F